N-(3-(3-(1-((1S,4S)-5,8-dioxaspiro[3.5]nonan-1-yl)-1H-pyrazol-4-yl)-2-methoxyphenyl)-1-methyl-1H-pyrazolo[3,4-c]pyridin-5-yl)cyclopropanecarboxamide [C@@H]1(CC[C@]12OCCOC2)N2N=CC(=C2)C=2C(=C(C=CC2)C2=NN(C1=CN=C(C=C12)NC(=O)C1CC1)C)OC